C(CO)(=O)SC(N(C)C)=S S-(N,N-dimethylthiocarbamoyl) thioglycolate